N,N-diethyl-2-(7-methoxy-1-methyl-9H-pyrido[3,4-b]indol-9-yl)propan-1-amine C(C)N(CC(C)N1C2=C(C3=CC=C(C=C13)OC)C=CN=C2C)CC